ClC=1C=NN(C(C1Cl)=O)[C@@H](C(=O)N(C1=CC(=C(C=C1)C)S(NCCC1=NC=CC=C1)(=O)=O)C)C (2R)-2-(4,5-dichloro-6-oxo-pyridazin-1-yl)-N-methyl-N-[4-methyl-3-[2-(2-pyridyl)ethylsulfamoyl]phenyl]propanamide